3-(4-Chlorophenyl)1-[2-(2,4-dichlorophenyl)ethyl]urea ClC1=CC=C(C=C1)NC(NCCC1=C(C=C(C=C1)Cl)Cl)=O